1-(4-(2,5-dimethyl-4-aminophenoxy)phenyl)ethan-1-one CC1=C(OC2=CC=C(C=C2)C(C)=O)C=C(C(=C1)N)C